C(C\C=C/CC)OC=C(C)C1=CC=C(C=C1)C 1-(1-(((Z)-hex-3-en-1-yl)oxy)prop-1-en-2-yl)-4-methylbenzene